BrC1=CC=C(C=C1)\C(=C(/CC)\C1=CC=CC=C1)\C1=CC=C(C=C1)N1CCC(CC1)CNC1CCN(CC1)C=1C=C2CN(C(C2=CC1)=O)C1C(NC(CC1)=O)=O (E)-3-(5-(4-(((1-(4-(1-(4-bromophenyl)-2-phenylbut-1-en-1-yl)phenyl)piperidin-4-yl)methyl)amino)piperidin-1-yl)-1-oxoisoindolin-2-yl)piperidine-2,6-dione